2-(3-Isopropyl-2-(8-methyl-[1,2,4]triazolo[1,5-a]pyridin-6-yl)-1H-indol-5-yl)-4-(2-methoxyethyl)-5,5-dimethylmorpholin C(C)(C)C1=C(NC2=CC=C(C=C12)C1CN(C(CO1)(C)C)CCOC)C=1C=C(C=2N(C1)N=CN2)C